COC=1C=C2CCN(CC2=CC1NC1=NC=C(C(=N1)NC1=C(C=CC=C1)N1C(OCC1)=O)C(=O)N)C 2-((6-methoxy-2-methyl-1,2,3,4-tetrahydroisoquinolin-7-yl)amino)-4-((2-(2-oxooxazolidin-3-yl)phenyl)amino)pyrimidine-5-carboxamide